CN(C(C(C#CC=1C2=C(C(N(C1)C)=O)NC(=C2C(=O)OCC)C)(C)C)=O)C ethyl 4-[4-(dimethylamino)-3,3-dimethyl-4-oxo-but-1-ynyl]-2,6-dimethyl-7-oxo-1H-pyrrolo[2,3-c]pyridine-3-carboxylate